[O-2].[Zr+4].[Al+3].[Si+4] silicon aluminum zirconium oxide